2-phenoxy-9,10-diethoxyanthracene O(C1=CC=CC=C1)C1=CC2=C(C3=CC=CC=C3C(=C2C=C1)OCC)OCC